N-(2-(1-(4-Fluoro-3-hydroxyphenyl)-1H-indazol-5-yl)phenyl)methanesulfonamide FC1=C(C=C(C=C1)N1N=CC2=CC(=CC=C12)C1=C(C=CC=C1)NS(=O)(=O)C)O